COC1=CC=C(C=C1)NC1=CC=C2C(=N1)NN=C2NC(C2=CC=C(C=C2)C2CCN(CC2)C)=O N-(6-((4-Methoxyphenyl)amino)-1H-pyrazolo[3,4-b]pyridin-3-yl)-4-(1-methylpiperidin-4-yl)benzamid